methyl 7-(7-(((1S,2R,3S,4R)-3-((4-fluoro-3-(trifluoromethyl)phenyl)carbamoyl)bicyclo[2.2.1]heptan-2-yl)carbamoyl)-6-methoxybenzo[d]thiazol-2-yl)-7-azaspiro[3.5]nonane-2-carboxylate FC1=C(C=C(C=C1)NC(=O)[C@@H]1[C@@H]([C@H]2CC[C@@H]1C2)NC(=O)C2=C(C=CC=1N=C(SC12)N1CCC2(CC(C2)C(=O)OC)CC1)OC)C(F)(F)F